NC=1C(=CC(=C(C(=O)OC)C1)C)C#CCOC Methyl 5-amino-4-(3-methoxyprop-1-yn-1-yl)-2-methylbenzoate